(R)-6-chloro-3-((1-(2-(4,4-difluoropiperidin-1-yl)-7-methyl-4-oxo-4H-pyrido[1,2-a]pyrimidin-9-yl)ethyl)amino)picolinic acid ClC1=CC=C(C(=N1)C(=O)O)N[C@H](C)C1=CC(=CN2C1=NC(=CC2=O)N2CCC(CC2)(F)F)C